tert-butyl (1-(5-(3-cyano-6-(2-hydroxy-2-methylpropoxy)pyrazolo[1,5-a]pyridin-4-yl)pyridin-2-yl)-3-methylazetidin-3-yl)carbamate C(#N)C=1C=NN2C1C(=CC(=C2)OCC(C)(C)O)C=2C=CC(=NC2)N2CC(C2)(C)NC(OC(C)(C)C)=O